(1R,5R)-1,5-diphenylpentane-1,5-diol C1(=CC=CC=C1)[C@@H](CCC[C@@H](O)C1=CC=CC=C1)O